C(CCC(=O)OCC(CCCC)CC)(=O)OCC(CCCC)CC.[Na] sodium bis-(2-ethylhexyl) succinate